1-(3-(3-(thiophen-3-ylethynyl)-1H-pyrazolo[3,4-b]pyridin-1-yl)azetidin-1-yl)prop-2-en-1-one 2-((3r,5r,7r)-adamantan-1-yl)ethyl-8-bromooctanoate C12(CC3CC(CC(C1)C3)C2)CCOC(CCCCCCCBr)=O.S2C=C(C=C2)C#CC2=NN(C3=NC=CC=C32)C3CN(C3)C(C=C)=O